Molybdenum(IV) Oxide [Mo](=O)=O